di-tert-butyl-1-(1-ethoxy-1-oxo-5-(tosyloxy)-3-(trifluoromethyl)pentan-2-yl)hydrazine C(C)(C)(C)N(NC(C(=O)OCC)C(CCOS(=O)(=O)C1=CC=C(C)C=C1)C(F)(F)F)C(C)(C)C